O=C1NC(CCC1N1C(C2=CC=C(C=C2C1=O)OCCOCCNC1=NC=C(C=C1)C1=CC=C(C=C1)C=1SC2=C(N1)C=CC(=C2)N(C)C)=O)=O 2-[2,6-bis(oxo)-piperidin-3-yl]-5-[2-[2-[[5-[4-[6-(dimethylamino)-1,3-benzothiazol-2-yl]phenyl]pyridin-2-yl]amino]ethoxy]ethoxy]isoindole-1,3-dione